[Na].C1(CCCC2=CC=CC=C12)=O tetralone sodium